2-[(2S)-4-[7-(8-methyl-1-naphthyl)-2-[[(2R,3R)-1-methyl-5-oxo-3-tetrahydropyran-2-yloxy-pyrrolidin-2-yl]methoxy]-6,8-dihydro-5H-pyrido[3,4-d]pyrimidin-4-yl]piperazin-2-yl]acetonitrile CC=1C=CC=C2C=CC=C(C12)N1CC=2N=C(N=C(C2CC1)N1C[C@@H](NCC1)CC#N)OC[C@H]1N(C(C[C@H]1OC1OCCCC1)=O)C